CN1CSC=C1 3-methyl-thiazole